C(C)C1=C(C=CC=C1)[O-] 2-Ethylphenolate